(6S)-6-{[7-bromo-2-(1-methyl-1H-pyrazol-4-yl)[1,2,4]triazolo[1,5-c]quinazolin-5-yl]amino}-1,4-diazepin-5-one BrC1=CC=CC=2C=3N(C(=NC12)NC=1C(N=CC=NC1)=O)N=C(N3)C=3C=NN(C3)C